FC(C1=CC=C(C=C1)N1C=2N(CC(C1)CNCC(C(=O)O)=C)N=CC2)(F)F 2-((((4-(4-(trifluoromethyl)phenyl)-4,5,6,7-tetrahydropyrazolo[1,5-a]pyrimidin-6-yl)methyl)amino)methyl)acrylic acid